FC(C=1C=NC(=NC1)N1CCC(CC1)N1C(C(CC1)OC[C@H](C)NC1=C(C(N(N=C1)CC1=CC=C(C=C1)OC)=O)C(F)(F)F)=O)F 5-(((2S)-1-((1-(1-(5-(difluoromethyl)pyrimidin-2-yl)piperidin-4-yl)-2-oxopyrrolidin-3-yl)oxy)propan-2-yl)amino)-2-(4-methoxybenzyl)-4-(trifluoromethyl)pyridazin-3(2H)-one